amino-methyl-carbazol NC1=C(C=2NC3=CC=CC=C3C2C=C1)C